C1(=CC=CC=C1)OC(=C(OC1=CC=CC=C1)OC1=CC=CC=C1)[SiH3] triphenyloxyvinylsilane